4-(2-(1H-benzo[d][1,2,3]triazol-1-yl)-N-(4-hydroxy-3-methoxybenzyl)acetamido)-N-methylbenzamide N1(N=NC2=C1C=CC=C2)CC(=O)N(CC2=CC(=C(C=C2)O)OC)C2=CC=C(C(=O)NC)C=C2